CC=1SC2=NC=3N(CCC3C(=C2C1)O)C1=CC=CC=C1 5-methyl-12-phenyl-4-thia-2,12-diazatricyclo[7.3.0.03,7]dodeca-1(9),2,5,7-tetraen-8-ol